N(=C=O)CC1C2CC(C(C1CCCN=C=O)C2)CN=C=O 2-isocyanatomethyl-3-(3-isocyanatopropyl)-5-(isocyanatomethyl)bicyclo[2.2.1]heptane